ClC=1C=CC(=C(C1)CNC(=O)C1=NC=CC(=C1)NC(C(C)(C)C)=O)OC N-[(5-chloro-2-methoxy-phenyl)methyl]-4-(2,2-Dimethylpropionylamino)pyridine-2-carboxamide